1H-pyrazole-3-carboxylic acid, 4-bromo-5-methyl-1-(tetrahydro-2H-pyran-2-yl)-ethyl ester N1N=C(C=C1)C(=O)OC(C)C1OCC(C(C1)Br)C